2-(isopropyl)-4H-chromen C(C)(C)C=1OC2=CC=CC=C2CC1